ClC=1C(=NC(=NC1)NC1CCOCC1)C1=CC=C2CN(C(C2=C1)=O)CC(=O)NC1CCC2=CC(=CC=C12)F 2-(6-{5-chloro-2-[(oxacyclohex-4-yl)amino]pyrimidin-4-yl}-1-oxo-2,3-dihydro-1H-isoindol-2-yl)-N-(5-fluoro-2,3-dihydro-1H-inden-1-yl)acetamide